C(C)(C)OC1=C(C=CC=C1)[C@H]1CN(CCN1)CC=1C=C(C(=NC1)N1[C@@H](COCC1)C)OC (3R)-4-(5-{[(3S)-3-(2-isopropoxyphenyl)piperazin-1-yl]methyl}-3-methoxypyridin-2-yl)-3-methylmorpholine